2-(methacryloyloxy)ethylphosphoryl-choline C(C(=C)C)(=O)OCCP(=O)=C(O)C[N+](C)(C)C